2-(difluoromethyl)-N-(4-(hydroxymethyl)tetrahydro-2H-pyran-4-yl)-5-((2-oxo-1,2-dihydropyridin-3-yl)methoxy)benzofuran-3-carboxamide FC(C=1OC2=C(C1C(=O)NC1(CCOCC1)CO)C=C(C=C2)OCC=2C(NC=CC2)=O)F